BrC=1C=C(OCSCC2=NNC(N2)=O)C=CC1Br 3-[(3,4-dibromophenoxymethylthio)methyl]-1H-1,2,4-triazol-5(4H)-one